(S)-benzyloxymethyl ethylene oxide C(C1=CC=CC=C1)OC[C@@H]1CO1